CS(=O)(=O)O.ClC=1C=C(OC2=CC=NC3=CC(=C(C=C23)C(=O)N)OC)C=CC1NC(=O)NC1CC1 4-[3-chloro-4-(N'-cyclopropylureido)phenoxy]-7-methoxyquinoline-6-carboxamide methanesulfonate